[Pr].COCCOCCC (1-(2-methoxyethoxy)propane) praseodymium